C1(CC1)C=1N=C(C(=NC1CC)C(=O)N)NC1=CC(=CC(=C1)CCNC([C@H](C)NC)=O)F (S)-5-cyclopropyl-6-ethyl-3-((3-fluoro-5-(2-(2-(methylamino)propanamido)ethyl)phenyl)amino)pyrazine-2-carboxamide